(1-methylcyclobutyl)-5-(1-piperidinylmethyl)-5,6-dihydro-1,4,2-dioxazine CC1(CCC1)C1=NOCC(O1)CN1CCCCC1